4-(4-bromopyridin-2-yl)-5-oxo-1,4-diazacycloheptane-1-carboxylic acid tert-butyl ester C(C)(C)(C)OC(=O)N1CCN(C(CC1)=O)C1=NC=CC(=C1)Br